FC1=CC=C(C=C1)C1N(CN(C1)C1=CC=CC=C1)C1=CC=C(C=C1)OC 4-(4-fluorophenyl)-3-(4-methoxyphenyl)-1-phenylimidazolidine